N-[3-[5-[4-(2,6-Diazaspiro[3.3]heptan-2-yl)phenyl]-1H-pyrrolo[2,3-b]pyridine-3-carbonyl]-2,4-difluoro-phenyl]pyrrolidine-1-sulfonamide C1N(CC12CNC2)C2=CC=C(C=C2)C=2C=C1C(=NC2)NC=C1C(=O)C=1C(=C(C=CC1F)NS(=O)(=O)N1CCCC1)F